CN(C)CC1=CC=C(C=C1)C1=NN=C(O1)C=1C(=NC=C(N1)C1=CC=C(C=C1)S(=O)(=O)C(C)C)N 3-[5-[4-(dimethylaminomethyl)phenyl]-1,3,4-oxadiazol-2-yl]-5-(4-isopropylsulfonylphenyl)pyrazin-2-amine